N-[3-(4-chlorophenyl)-1-(2-phenoxyacetyl)pyrrolidin-3-yl]-4-(trifluoromethoxy)benzenesulfonamide ClC1=CC=C(C=C1)C1(CN(CC1)C(COC1=CC=CC=C1)=O)NS(=O)(=O)C1=CC=C(C=C1)OC(F)(F)F